ClC1=C(C=CC(=C1)NC1=NC=C(C(=N1)NC1=C(C=CC=C1)P(=O)(C)C)Cl)N1CC2(C1)CCC(CC2)=O 2-(2-chloro-4-((5-chloro-4-((2-(dimethylphosphoryl)phenyl)amino)pyrimidin-2-yl)amino)phenyl)-2-azaspiro[3.5]nonan-7-one